6-chloro-N-[3-fluoro-4-(pyridin-3-yloxy)phenyl]pyrido[3,4-d]pyrimidin-4-amine ClC1=CC2=C(N=CN=C2NC2=CC(=C(C=C2)OC=2C=NC=CC2)F)C=N1